BrC/C=C/C(=O)N1[C@@H](CC1)COC=1C=NC=CC1C1=C(C=2C(NCCC2N1)=O)NC1=C(C(=CC=C1)F)OC (S,E)-2-(3-((1-(4-bromobut-2-enoyl)azetidin-2-yl)methoxy)pyridin-4-yl)-3-((3-fluoro-2-methoxyphenyl)amino)-1,5,6,7-tetrahydro-4H-pyrrolo[3,2-c]pyridin-4-one